NC1=C(C#N)C(=CC(=C1)C)N1CCC(CC1)(F)F 2-amino-6-(4,4-difluoropiperidin-1-yl)-4-methylbenzonitrile